COC(C1=CC(=C(C=C1)NC=1C=C2CCC(NC2=CC1)=O)N)=O 3-amino-4-((2-oxo-1,2,3,4-tetrahydroquinolin-6-yl)amino)benzoic acid methyl ester